CN(C(CCCCCCCC\C=C/CCCCCC(=O)OCC)CCCCCCCC)C ethyl (7Z)-17-(dimethylamino)pentacos-7-enoate